C(C)OC(CC[C@H]1N(CCCC1)C(=O)OC(C)(C)C)=O tert-butyl (S)-2-(3-ethoxy-3-oxopropyl)piperidine-1-carboxylate